NC=1C=CC(=NC1)C1=NN=C(N=N1)C1=CC=C(C=N1)P(OCC)(OCC)=O diethyl (6-(6-(5-aminopyridin-2-yl)-1,2,4,5-tetrazin-3-yl)pyridin-3-yl)phosphonate